C(N)(=N)C=1C=C(SC1)CCNC(=O)[C@H]1N(CC2(OCCO2)C1)C(CNC(=O)C=1C=CC=2C(C3=CC=CC=C3C2C1)(F)F)=O (S)-N-(2-(4-carbamimidoylthiophen-2-yl)ethyl)-7-((9,9-difluoro-9H-fluorene-3-carbonyl)glycyl)-1,4-dioxa-7-azaspiro[4.4]nonane-8-carboxamide